BrC(C)C=1C=C(C=C2C(C(=C(OC12)N1CCN(CC1)C(=O)OC(C)(C)C)C)=O)C tert-butyl 4-[8-(1-bromoethyl)-3,6-dimethyl-4-oxo-chromen-2-yl]piperazine-1-carboxylate